[NH4+].P(=O)(OCCN(CC1=CC=C(C=C1)OC)C(CC[C@H]1[C@H](C1)C1=CC=C(C=C1)CCCCCCC)=O)(O)O 2-[{3-[(cis)-2-(4-Heptylphenyl)cyclopropyl]propanoyl}(4-methoxybenzyl)amino]ethyl dihydrogen phosphate ammonium salt